(4R)-4-hydroxy-N-(2-methylnaphthalen-1-yl)pyrrolidine-2-carboxamide O[C@@H]1CC(NC1)C(=O)NC1=C(C=CC2=CC=CC=C12)C